5,7-difluoro-1,2,3,4-tetrahydronaphthalene-2-amine FC1=C2CCC(CC2=CC(=C1)F)N